[Cl-].C(C)[N+]1=C(NC=C1)C ethylmethylimidazolium chloride